C(CCCCC)C(C(=O)OCCSCC1OC1)CCCCCCCC 2-((oxiran-2-ylmethyl)thio)ethyl 2-hexyldecanoate